P(=O)([O-])([O-])C#N Cyanophosphate